F[C@@]1(C[C@@H](CC1)C1=NOC(=N1)C1CCN(CC1)C(CC1=NC=NN1C)=O)C 1-(4-(3-((1R,3S)-3-fluoro-3-methylcyclopentyl)-1,2,4-oxadiazol-5-yl)piperidin-1-yl)-2-(1-methyl-1H-1,2,4-triazol-5-yl)ethan-1-one